bromo-6-(3-fluorophenyl)-5-hydroxy-pyridine-2-carbonitrile BrC=1C(=NC(=C(C1)O)C1=CC(=CC=C1)F)C#N